2-(2,7-diazaspiro[4.5]decan-7-yl)ethanol ethyl-(3-(benzyloxy)-4-methyl-5-(2-methylquinolin-6-yl)picolinoyl)glycinate C(C)N(CC(=O)OCCN1CC2(CCNC2)CCC1)C(C1=NC=C(C(=C1OCC1=CC=CC=C1)C)C=1C=C2C=CC(=NC2=CC1)C)=O